ClC=1C=C(C=CC1F)NC1=NC=NC2=CC(=C(C=C12)OCC=1C(=C2C(N(C(C2=CC1)=O)C1C(NC(CC1)=O)=O)=O)F)OC 5-(((4-((3-chloro-4-fluorophenyl)amino)-7-methoxyquinazolin-6-yl)oxy)methyl)-2-(2,6-dioxopiperidin-3-yl)-4-fluoroisoindoline-1,3-dione